ditert-butyl (2S)-4-[7-[1-(2,6-dioxo-3-piperidyl)-3-methyl-2-oxo-benzimidazol-5-yl] heptanoyl]piperazine-1,2-dicarboxylate O=C1NC(CCC1N1C(N(C2=C1C=CC(=C2)CCCCCCC(=O)N2C[C@H](N(CC2)C(=O)OC(C)(C)C)C(=O)OC(C)(C)C)C)=O)=O